isopropyl-4-methylpiperazin C(C)(C)N1CCN(CC1)C